3-O-(6'-O-(7Z-hexadecenoyl)-beta-D-glucopyranosyl)-cholest-5-en-3beta-ol CCCCCCCC/C=C\CCCCCC(=O)OCC1[C@H](C(C([C@@H](O1)O[C@H]2CC[C@@]3([C@H]4CC[C@]5([C@H]([C@@H]4CC=C3C2)CC[C@@H]5[C@H](C)CCCC(C)C)C)C)O)O)O